2,2'-dihydroxy-2,2'-dimethyl-1,1'-[methylenebis(4,1-phenylene)]bis(propan-1-one) OC(C(=O)C1=CC=C(C=C1)CC1=CC=C(C=C1)C(C(C)(C)O)=O)(C)C